O=C(CCC)C 4-oxopentan